FC1=CC=C(C=C1)S(=O)(=O)N1CCCC2=CC=C(C=C12)NS(=O)(=O)CC1=C(C(=O)O)C=CC=C1 ((N-(1-((4-fluorophenyl)sulfonyl)-1,2,3,4-tetrahydroquinolin-7-yl)sulfamoyl)methyl)benzoic acid